CN(C1=NC2=CC(=CC=C2C(=C1)C1(CC1)NC(C1=C(C=CC(=C1)OC[C@H]1N(CC1)C)C)=O)F)C (S)-N-(1-(2-(Dimethylamino)-7-fluoroquinolin-4-yl)cyclopropyl)-2-methyl-5-((1-methylazetidin-2-yl)methoxy)benzamide